FC1=CC=C(C=C1)N1N=C(C=C1S(=O)C)C(=O)NC1=CC(=C(C=C1)C)C1=CN(C(C(=C1)N1CCOCC1)=O)C (4-fluorophenyl)-N-(4-methyl-3-(1-methyl-5-morpholino-6-oxo-1,6-dihydropyridin-3-yl)phenyl)-5-(methylsulfinyl)-1H-pyrazole-3-carboxamide